(S)-3-(3-hydroxy-3-methylbutan-2-yl)-N-(4-methyl-1,1-dioxidotetrahydro-2H-thiopyran-4-yl)-2-oxo-1-(3-(1,1,2,2-tetrafluoroethoxy)phenyl)-2,3-dihydro-1H-benzo[d]imidazole-5-carboxamide OC([C@H](C)N1C(N(C2=C1C=C(C=C2)C(=O)NC2(CCS(CC2)(=O)=O)C)C2=CC(=CC=C2)OC(C(F)F)(F)F)=O)(C)C